NC1=CC(=C(C(=C1)CN(C)C)O)CN(C)C 4-Amino-2,6-bis((dimethylamino)methyl)phenol